2,3,4,5,6-pentafluoro-N-(3-fluoro-4-methoxyphenyl)benzenesulfonamide FC1=C(C(=C(C(=C1F)F)F)F)S(=O)(=O)NC1=CC(=C(C=C1)OC)F